benzothiazole-2-thiol S1C(=NC2=C1C=CC=C2)S